5-bromo-3-cyclopropyl-pyrimidin-4(3H)-one BrC=1C(N(C=NC1)C1CC1)=O